7-(1-ethyl-1H-pyrazol-4-yl)-N-(6-(4-isopropyl-4H-1,2,4-triazol-3-yl)pyridin-2-yl)-1,2-dimethyl-1H-indole-3-carboxamide C(C)N1N=CC(=C1)C=1C=CC=C2C(=C(N(C12)C)C)C(=O)NC1=NC(=CC=C1)C1=NN=CN1C(C)C